The molecule is an abietane diterpenoid isolated from the stem bark of Fraxinus sieboldiana. It has a role as a plant metabolite. It is a diterpene lactone, an abietane diterpenoid and a cyclic terpene ketone. CC(C)C1=C[C@]23CC[C@@H]4[C@@](C2=CC1=O)(CCCC4(C)C)C(=O)O3